(2-(3-(difluoromethyl)azetidin-1-yl)pyridin-4-yl)methanamine FC(C1CN(C1)C1=NC=CC(=C1)CN)F